di-ethyl-ethanolamine C(C)N(CCO)CC